5-(4-trifluoromethylphenyl)-1-phenyl-3-difluoromethyl-1H-pyrazole-4-carbonitrile FC(C1=CC=C(C=C1)C1=C(C(=NN1C1=CC=CC=C1)C(F)F)C#N)(F)F